N-methyl-4-nitro-N-(undec-1,10-dien-6-yl)benzenesulfonamide CN(S(=O)(=O)C1=CC=C(C=C1)[N+](=O)[O-])C(CCCC=C)CCCC=C